1-(4-(2-cyanophenyl)-5-(isopropylsulfanyl)thiazol-2-yl)-4-(3-fluorophenyl)-3-methyl-1H-pyrazole-5-carboxylic acid C(#N)C1=C(C=CC=C1)C=1N=C(SC1SC(C)C)N1N=C(C(=C1C(=O)O)C1=CC(=CC=C1)F)C